(±)-N3-methyl-1-(3-methylbenzyl)-N5-((trans)-2-methylcyclopropyl)-2-oxo-1,2-dihydropyridine-3,5-dicarboxamide CNC(=O)C=1C(N(C=C(C1)C(=O)N[C@H]1[C@@H](C1)C)CC1=CC(=CC=C1)C)=O |r|